1-(3-amino-4-(2-bromo-4-fluorophenoxy)phenyl)ethanone NC=1C=C(C=CC1OC1=C(C=C(C=C1)F)Br)C(C)=O